pyrimido[1',6':1,5]pyrazolo[4,3-c][1,7]naphthyridine C1=C2C=3C(C=NC2=CN=C1)=C1N(N3)C=NC=C1